COC(=O)C1(C(N=C(C=C1C1=CC=NC=C1)C)Cl)OC 2-chloro-3-methoxy-6-methyl-(4,4-bipyridine)-3-carboxylic acid methyl ester